FC1=C(C(=O)NC2=C(C=CC(=C2)OCCN2CCOCC2)F)C=C(C=C1)C=1OC(=NN1)C=1OC=CC1 2-Fluoro-N-(2-fluoro-5-(2-morpholinoethoxy)phenyl)-5-(5-(furan-2-yl)-1,3,4-oxadiazol-2-yl)benzamide